FC=1C2(N(C3=CC=CC=C3C1)CC(C(N2)=O)(C)C)C2=CC1=CC=CC=C1C=C2 5-Fluoro-2,2-dimethyl-4a-(naphthalen-2-yl)-1,2,4,4a-tetrahydro-3H-pyrimido[1,2-a]quinolin-3-one